[O-2].[Hf+4].[O-2] HAFNIUM OXID